NC1=NC=2CN(CCC2C2=C1N=C(N2CC2(COC(OC2)(C)C)C)CCCC)C(=O)OCCC2CCN(CC2)C(=O)OC(C)(C)C 2-(1-(tert-butoxycarbonyl)piperidin-4-yl)ethyl 4-amino-2-butyl-1-((2,2,5-trimethyl-1,3-dioxan-5-yl)methyl)-1,6,8,9-tetrahydro-7H-imidazo[4,5-c][1,7]naphthyridine-7-carboxylate